2-bromo-tetrafluoropropane-3-ol BrC(C(F)(F)F)(CO)F